N-(2-(4-(((6-chloro-1-methyl-1H-indol-2-yl)methyl)amino)butoxy)ethyl)-6-(4H-1,2,4-triazol-4-yl)-1H-indazol-4-amine ClC1=CC=C2C=C(N(C2=C1)C)CNCCCCOCCNC=1C=2C=NNC2C=C(C1)N1C=NN=C1